N-(4-([1,2,4]triazolo[4,3-a]pyridin-7-yloxy)-3-methylphenyl)-6-nitroquinazolin-4-amine N=1N=CN2C1C=C(C=C2)OC2=C(C=C(C=C2)NC2=NC=NC1=CC=C(C=C21)[N+](=O)[O-])C